3-{3-[1-(4-Amino-3-methyl-1H-pyrazolo[3,4-d]pyrimidin-1-yl)ethyl]-5-chloro-6-cyano-2-methoxyphenyl}-N,N-dimethylazetidine-1-carboxamide NC1=C2C(=NC=N1)N(N=C2C)C(C)C=2C(=C(C(=C(C2)Cl)C#N)C2CN(C2)C(=O)N(C)C)OC